C1(CC1)C1=NNC(=C1)NC=O N-(3-cyclopropyl-1H-pyrazol-5-yl)carboxamide